methyl 3-(9-((4-(aminomethyl)-2-(propylcarbamoyl)phenyl)carbamoyl)-4,5-dihydrobenzo[b]thieno[2,3-d]oxepin-8-yl)-6-(propylcarbamoyl)picolinate NCC1=CC(=C(C=C1)NC(=O)C1=CC2=C(OCCC3=C2SC=C3)C=C1C=1C(=NC(=CC1)C(NCCC)=O)C(=O)OC)C(NCCC)=O